6-phenyl-N-(pyridin-4-yl)benzo[b]Thiophene-3-carboxamide C1(=CC=CC=C1)C=1C=CC2=C(SC=C2C(=O)NC2=CC=NC=C2)C1